2-Chloro-N-{2-[4-(difluoromethyl)-1,3-thiazol-5-yl]-2-[4-({1-methyl-1H-pyrazolo-[3,4-d]pyrimidin-4-yl}oxy)piperidin-1-yl]ethyl}-6-fluorobenzamid ClC1=C(C(=O)NCC(N2CCC(CC2)OC2=C3C(=NC=N2)N(N=C3)C)C3=C(N=CS3)C(F)F)C(=CC=C1)F